BrC1=C(C(=O)OC)C=C(C=C1)NC1=NC=C(C(=N1)NCCC1CC1)C(F)(F)F methyl 2-bromo-5-((4-((2-cyclopropylethyl) amino)-5-(trifluoromethyl)pyrimidin-2-yl)amino)benzoate